CS(=O)(=O)OCC1(CC(C1)NC(=O)OC(C)(C)C)COS(=O)(=O)C [3-(tert-butoxycarbonylamino)-1-(methylsulfonyloxymethyl)cyclobutyl]methyl methanesulfonate